C1CC2(CCC1C2)C(=O)O norbornanecarboxylic acid